NCC=1C=C(C=NC1)NC1C(NC(CC1)=O)=O 3-((5-(Aminomethyl)pyridin-3-yl)amino)piperidine-2,6-dione